Fmoc-3-(2-naphthyl)-alanine C(=O)(OCC1C2=CC=CC=C2C2=CC=CC=C12)N[C@@H](CC1=CC2=CC=CC=C2C=C1)C(=O)O